9,9-bis[4-(carbazol-9-yl)-phenyl]fluorene C1=CC=CC=2C3=CC=CC=C3N(C12)C1=CC=C(C=C1)C1(C2=CC=CC=C2C=2C=CC=CC12)C1=CC=C(C=C1)N1C2=CC=CC=C2C=2C=CC=CC12